(R)-2-(4-(piperidin-3-ylamino)pyrrolo[1,2-d][1,2,4]triazin-1-yl)-5-(trifluoromethyl)phenol dihydrochloride Cl.Cl.N1C[C@@H](CCC1)NC1=NN=C(C=2N1C=CC2)C2=C(C=C(C=C2)C(F)(F)F)O